FC=1C=C(C=C2CCC=3N(C12)C=NN3)C3=CN=CC=1C(CCCC31)NC(CC)=O N-(4-(9-fluoro-4,5-dihydro-[1,2,4]triazolo[4,3-a]quinolin-7-yl)-5,6,7,8-tetrahydroisoquinolin-8-yl)propanamide